(2R,3R,4S,5R,6S)-2-(acetoxymethyl)-6-((1-(ethyl(methyl)amino)-3-methyl-1-oxobutan-2-yl)thio)-4-(4-(3,4,5-trifluorophenyl)-1H-1,2,3-triazol-1-yl)tetrahydro-2H-pyran-3,5-diyldiacetate C(C)(=O)OC[C@@H]1O[C@H]([C@@H]([C@H]([C@H]1CC(=O)[O-])N1N=NC(=C1)C1=CC(=C(C(=C1)F)F)F)CC(=O)[O-])SC(C(=O)N(C)CC)C(C)C